(1S,2R)-8-chloro-1,2,3,4-tetrahydronaphthalene-1,2-diol ClC=1C=CC=C2CC[C@H]([C@H](C12)O)O